Cl.NC1CCN(CC1)C1=CC(=C(C(=N1)C1=CC(=C(C#N)C=C1)F)C1=CC(=C(C=C1)OC)F)O 4-(6-(4-aminopiperidin-1-yl)-3-(3-fluoro-4-methoxy-phenyl)-4-hydroxy-pyridin-2-yl)-2-fluorobenzonitrile hydrochloride